pyranoazazol N1=NC=C2C1=CC=CO2